C(C)(C)(C)OC(=O)C=1C=CC2=C(N(C=N2)C[C@H]2OCC2)C1 1-(((S)-oxetan-2-yl)methyl)-1H-benzo[d]Imidazole-6-carboxylic acid tert-butyl ester